C(C1=CC=CC=C1)OCC(F)(F)C1CCN(CC1)C1=C2CCNC2=CC=C1 4-[4-(2-benzyloxy-1,1-difluoro-ethyl)-1-piperidyl]indoline